tert-butyl 2-(1-benzylpiperidin-4-ylidene)acetate C(C1=CC=CC=C1)N1CCC(CC1)=CC(=O)OC(C)(C)C